C1(CC1)CN1C=C(C2=NN(C(C(=C21)C=2C=NC(=CC2)C2CC2)=O)C2=CC1=CN(N=C1C=C2)C)CNC 5-(cyclopropylmethyl)-4-(6-cyclopropylpyridin-3-yl)-2-(2-methyl-2H-indazol-5-yl)-7-[(methylamino)methyl]-2H,3H,5H-pyrrolo[3,2-c]pyridazin-3-one